Cl.COC(=O)C1N(CCNC1)C1=CC(=C(C=C1)OC(F)F)OCC1CC1 (3-(cyclopropylmethoxy)-4-(difluoromethoxy)phenyl)piperazine-2-carboxylic acid methyl ester hydrochloride